NCCC[Si](O)(O)O Aminopropyl-silanetriol